NCN[C@@H](CS)C(=O)O Aminomethyl-cysteine